(3-(4-chloro-3-ethyl-1H-pyrrolo[2,3-b]pyridin-5-yl)phenyl)-2,4-dihydro-3H-1,2,4-triazol-3-one ClC1=C2C(=NC=C1C=1C=C(C=CC1)N1N=CNC1=O)NC=C2CC